N(=[N+]=[N-])CCCCCCCCCCC[Si](OC)(OC)OC 11-azidoundecyl-trimethoxysilane